2-(3-aminoazetidin-1-yl)-N-[(3R,5S)-1-[8-(difluoromethyl)quinolin-5-yl]-5-methylpiperidin-3-yl]propionamide NC1CN(C1)C(C(=O)N[C@H]1CN(C[C@H](C1)C)C1=C2C=CC=NC2=C(C=C1)C(F)F)C